C(#N)C=1C(=NC(=C(C1CC)C#N)N1CCN(CC1)CC1=COC=C1)SC(C(=O)N)C1=CC=CC=C1 2-((3,5-dicyano-4-ethyl-6-(4-(furan-3-ylmethyl)piperazin-1-yl)pyridin-2-yl)thio)-2-phenyl-acetamide